N-((S)-1-cyano-2-((S)-2-oxopyrrolidin-3-yl)ethyl)-4,4-difluoro-2-(9-hydroxy-9H-fluorene-9-carbonyl)octahydrocyclopenta[c]pyrrole-1-carboxamide C(#N)[C@H](C[C@H]1C(NCC1)=O)NC(=O)C1N(CC2C1CCC2(F)F)C(=O)C2(C1=CC=CC=C1C=1C=CC=CC21)O